OC1=C2C(=CC=3OC=4C=C(C(=C(C4C(C13)=O)CC=C(C)C)OC)OCC1=CC(=CC=C1)OC)OC(C=C2)(C)C 5-Hydroxy-8-methoxy-9-((3-methoxybenzyl)oxy)-2,2-dimethyl-7-(3-methylbut-2-en-1-yl)-2H,6H-pyrano[3,2-b]xanthen-6-one